COC(\C(=C\OC)\C1=C(C=CC=C1)COCC1=NC(=C(N=C1)C)C)=O (E)-2-[2-(5,6-dimethylpyrazin-2-ylmethyloxymethyl)phenyl]-3-methoxyacrylic acid methyl ester